5-fluoro-2,3-dimethyl-4-(3-(3-methyl-2-oxo-2,5-dihydro-1H-pyrrol-1-yl)phenyl)-1H-indole-7-carboxamide FC=1C(=C2C(=C(NC2=C(C1)C(=O)N)C)C)C1=CC(=CC=C1)N1C(C(=CC1)C)=O